N1=CC=CC2=CC=C(C=C12)C(=O)N[C@@H](CCO[C@@H]1C[C@H](C1)CCC1=NC=2NCCCC2C=C1)C(=O)O N-(quinoline-7-carbonyl)-O-(trans-3-(2-(5,6,7,8-tetrahydro-1,8-naphthyridin-2-yl)ethyl)cyclobutyl)homoserine